5-[(1R,5S)-3,8-diazabicyclo[3.2.1]octan-3-yl]-N-[(1R)-1-[3-fluoro-5-(1-methylpyrazol-4-yl)phenyl]ethyl]-2-methyl-benzamide [C@H]12CN(C[C@H](CC1)N2)C=2C=CC(=C(C(=O)N[C@H](C)C1=CC(=CC(=C1)C=1C=NN(C1)C)F)C2)C